FC(COC1=CC=C(C#N)C=C1)(F)F 4-(2,2,2-trifluoroethoxy)benzonitrile